C(#N)C=1C=NC=CC1 L-3-cyanopyridine